ClC1=C(C(=CC(=C1)F)C#C)C1=C(C=C(C(=C1)Cl)C(=O)NC=1C=NC(=C(C1)Cl)N1N=CC=N1)F 2',5-dichloro-N-(5-chloro-6-(2H-1,2,3-triazol-2-yl)pyridin-3-yl)-6'-ethynyl-2,4'-Difluoro-[1,1'-biphenyl]-4-carboxamide